OC1C(N(CCC1)C(C(C)SC)=O)C=1NC(=CN1)C1=CC=C(C=C1)C 1-(3-hydroxy-2-(5-p-tolyl-1H-imidazol-2-yl)piperidin-1-yl)-2-methylthiopropan-1-one